((R)-3-Aminopiperidin-1-yl)(2-(1-(cyclopropylmethyl)-7-(1-((1r,4r)-4-hydroxycyclohexane-1-carbonyl)piperidin-4-yl)-1H-indol-2-yl)-4-methoxy-3-methylpyrazolo[1,5-a]pyridin-6-yl)methanone N[C@H]1CN(CCC1)C(=O)C=1C=C(C=2N(C1)N=C(C2C)C=2N(C1=C(C=CC=C1C2)C2CCN(CC2)C(=O)C2CCC(CC2)O)CC2CC2)OC